C(#N)C1=CC=C(C=C1)C1=CC=C(OCCCCCCCCOC(=O)C=2C=C(C=CC2OC(=O)C2=CC3=CC=C(C=C3C=C2)OCCCCCCOCC=C)OC(=O)C2=CC3=CC=C(C=C3C=C2)OCCCCCCOCC=C)C=C1 6-(6-prop-2-enyloxyhexyloxy)naphthalene-2-carboxylic acid [3-[8-[4-(4-cyanophenyl) phenoxy] octoxycarbonyl]-4-[6-(6-prop-2-enyloxy hexyloxy) naphthalene-2-carbonyl] oxy-phenyl] ester